(5-(2-chloroacetamido)-2-methylpyridin-3-yl)-2-(1H-pyrrol-3-yl)pyrazolo[5,1-b]thiazole-7-carboxamide ClCC(=O)NC=1C=C(C(=NC1)C)C=1N2C(SC1C1=CNC=C1)=C(C=N2)C(=O)N